(3-(4-methylpiperazin-1-yl)phenyl)boronic acid CN1CCN(CC1)C=1C=C(C=CC1)B(O)O